2-(trans-4-((4-(2-Cyclopropyloxazol-4-yl)pyridin-2-yl)((trans-4-(4-methoxy-3-methylphenyl)cyclohexyl)methyl)carbamoyl)-cyclohexyl)acetic acid C1(CC1)C=1OC=C(N1)C1=CC(=NC=C1)N(C(=O)[C@@H]1CC[C@H](CC1)CC(=O)O)C[C@@H]1CC[C@H](CC1)C1=CC(=C(C=C1)OC)C